Isobutyl 5-fluoro-3-(1-((1-(2-((4-(2-(pyrrolidin-1-yl)pyridin-3-yl)phenyl) sulfonamido)ethyl)piperidin-4-yl)methyl)-1H-1,2,3-triazol-4-yl)-1H-indol-2-carboxylat FC=1C=C2C(=C(NC2=CC1)C(=O)OCC(C)C)C=1N=NN(C1)CC1CCN(CC1)CCNS(=O)(=O)C1=CC=C(C=C1)C=1C(=NC=CC1)N1CCCC1